Cl.ClC1=CC=C(OC2=CC=C(C=C2)NC2CCNCC2)C=C1 N-[4-(4-chlorophenoxy)phenyl]-4-piperidinamine, hydrochloride salt